C(C)(=O)O[C@@H]1CC[C@@H]2[C@@H]([C@@H]2CC[C@H]1I)C(=O)OCC Ethyl (1S,4R,5R,8R,9S)-4-acetoxy-5-iodobicyclo[6.1.0]nonane-9-carboxylate